C(C)(=O)N1CCCC2=CC=C(C=C12)NC=C(C(=O)OCC)C1=C(C(=O)OCC)C=C(C(=C1)OC)OC ethyl 2-(1-((1-acetyl-1,2,3,4-tetrahydroquinolin-7-yl) amino)-3-ethoxy-3-oxoprop-1-en-2-yl)-4,5-dimethoxybenzoate